1-(3-(tert-butyl)-1-phenyl-1H-pyrazol-5-yl)-3-(2-(methylthio)-4-((2-keto-1,2-dihydroquinoxalin-5-yl)oxy)phenyl)urea C(C)(C)(C)C1=NN(C(=C1)NC(=O)NC1=C(C=C(C=C1)OC1=C2N=CC(NC2=CC=C1)=O)SC)C1=CC=CC=C1